(E)-9a-(3-(chloromethyl)-4-methoxystyryl)-9,9-dimethyl-2,3,9,9a-tetrahydrooxazolo[3,2-a]indole ClCC=1C=C(/C=C/C23N(C=4C=CC=CC4C2(C)C)CCO3)C=CC1OC